O=C1N(C(C2=CC=CC=C12)=O)CC(CCC(=O)OC)=O methyl 5-(1,3-dioxoisoindolin-2-yl)-4-keto-valerate